OCC(C(C)C)\N=C\C1=C(C(=CC(=C1)I)I)O (E)-2-{[(1-hydroxy-3-methylbutane-2-yl)imino]methyl}-4,6-diiodophenol